C(CCC)OC(NC(C(N1CCN(CC1)C1=CC(=CC=C1)OC(F)(F)F)=O)C)=O butyl(1-oxo-1-(4-(3-(trifluoromethoxy)phenyl)piperazin-1-yl)propan-2-yl)carbamate